(4Z)-11,11-dioctyloxy-4-undecene C(CCCCCCC)OC(CCCCC\C=C/CCC)OCCCCCCCC